2,2,2-trifluoro-1-phenylethyl alcohol FC(C(C1=CC=CC=C1)O)(F)F